3-(4-methylphenyl)-1,5-diphenyl-4,5-dihydro-1H-pyrazole CC1=CC=C(C=C1)C1=NN(C(C1)C1=CC=CC=C1)C1=CC=CC=C1